NC1CCN(CC1)C1=C2C(=NC=C1)N(C(=N2)C2=CC=C(C#N)C=C2)C2=CC=C(C=C2)C2CC2 4-(7-(4-aminopiperidine-1-yl)-3-(4-cyclopropylphenyl)-3H-imidazo[4,5-b]pyridine-2-yl)benzonitrile